ClC1=C(C=CC(=C1Cl)C1=C(N=C(S1)C=O)C(=O)N1[C@H](CCCC1)C)S(=O)(=O)N[C@H](C(F)(F)F)C 2,3-dichloro-4-(2-formyl-4-((S)-2-methylpiperidine-1-carbonyl)thiazol-5-yl)-N-((S)-1,1,1-trifluoropropan-2-yl)benzenesulfonamide